2H,4H,5H-pyrazolo[3,4-c]Quinolin-4-one C=1NN=C2C(NC=3C=CC=CC3C21)=O